[Te]=S.[Ge] Germanium tellurium sulfide